prop-2-enoic acid 2-tert-butyl-6-[(3-tert-butyl-2-hydroxy-5-methylphenyl) methyl]-4-methyl-phenyl ester C(C)(C)(C)C1=C(C(=CC(=C1)C)CC1=C(C(=CC(=C1)C)C(C)(C)C)O)OC(C=C)=O